N2-[4-(2-Oxo-3,6-dihydro-2H-1,3,4-oxadiazin-5-yl)-2-(trifluoromethyl)phenyl]glycinamid O=C1OCC(=NN1)C1=CC(=C(C=C1)NCC(=O)N)C(F)(F)F